FC(C(C(F)(F)F)(C(F)(F)F)OC1CC(NC(C1)(C)C)(C)C)(F)F 4-((1,1,1,3,3,3-hexafluoro-2-(trifluoromethyl)propan-2-yl)oxy)-2,2,6,6-tetramethylpiperidine